1-(Aminomethyl)-7-(5-(3-chloro-6-cyano-5-cyclopropyloxy-2-fluorophenyl)-1-methyl-1H-pyrazol-4-yl)-4-oxo-3,4-dihydro-phthalazine-5-carbonitrile NCC1=NNC(C=2C(=CC(=CC12)C=1C=NN(C1C1=C(C(=CC(=C1C#N)OC1CC1)Cl)F)C)C#N)=O